ClC=1C2=C(C3=C(CN(S(N3)(=O)=O)CC3OCCCC3)C1)NC=C2Cl 6,7-dichloro-3-(tetrahydropyran-2-ylmethyl)-4,9-dihydro-1H-pyrrolo[3,2-h][2,1,3]benzothiadiazine 2,2-dioxide